6-Nitro-2-(piperidin-1-yl)-5-(pyrrolidin-1-yl)thiazolo[4,5-b]pyridine [N+](=O)([O-])C=1C=C2C(=NC1N1CCCC1)N=C(S2)N2CCCCC2